CN1C(=NC=C1)C(C=1N(C=CN1)C)NCCN N,N'-(Bis(1-methylimidazol-2-yl)methyl)ethylendiamin